2-(4-Fluoro-2-isopropyl-6-(pyridin-3-yl)phenyl)-N-((4-(2-hydroxypropan-2-yl)thiophen-2-yl)sulfonyl)acetamide FC1=CC(=C(C(=C1)C=1C=NC=CC1)CC(=O)NS(=O)(=O)C=1SC=C(C1)C(C)(C)O)C(C)C